C(C=C)[B-](F)(F)F.[K+] potassium allyl(trifluoro)boranuide